C(C)(=O)N(C1=C(C=C(C=C1)C1=CC=C(C=N1)NC(CC=1C=NC(=CC1)Cl)=O)Cl)CC1CC1 N-[6-[4-[acetyl(cyclopropylmethyl)amino]-3-chloro-phenyl]-3-pyridyl]-2-(6-chloro-3-pyridyl)acetamide